C(C1=CC=CC=C1)C(C(=O)NC=1C=NC2=C(C=CC=C2C1)F)CC#CC 2-benzyl-N-(8-fluoro-3-quinolyl)hex-4-ynamide